OC1=C2C(=C(C(=NC2=CC=C1)C(=O)[O-])O)O tris-hydroxychinolinat